[Pb].[Cu].[Pb] lead-copper-lead